CC=1C=C(C=CC1)C=1NC(OC1)=O 4-(3-methylphenyl)-2(3H)-oxazolone